N-((1,2,3,5,6,7-hexahydro-s-indacen-4-yl)carbamoyl)-2-(hydroxymethyl)-2-methyl-N'-trityl-2,3-dihydropyrazolo[5,1-b]oxazole-7-sulfonimidamide C1CCC2=C(C=3CCCC3C=C12)NC(=O)NS(=O)(=NC(C1=CC=CC=C1)(C1=CC=CC=C1)C1=CC=CC=C1)C=1C=NN2C1OC(C2)(C)CO